N-(4,6-dimethylpyrimidin-2-yl)anilineheptanedioic acid CC1=NC(=NC(=C1)C)N(C1=CC=CC=C1)C(CCCCC(=O)O)C(=O)O